The molecule is a tripeptide composed of L-alanine, glycine, and L-proline joined in sequence by peptide linkages. It has a role as a metabolite. It derives from a L-alanine, a glycine and a L-proline. C[C@@H](C(=O)NCC(=O)N1CCC[C@H]1C(=O)O)N